CC1CCC=CC1 5-methylcyclohexen